BrC1=C(OC(C(=O)OCC)(F)F)C(=CC(=C1)F)F ethyl 2-(2-bromo-4,6-difluorophenoxy)-2,2-difluoroacetate